COC1=NC=CC=C1C=1C=NN2C1N=C(C=C2)N(CCCN(C(OC(C)C)=O)C)C isopropyl (3-((3-(2-methoxypyridin-3-yl)pyrazolo[1,5-a]pyrimidin-5-yl)(methyl)amino)propyl)(methyl)carbamate